2-amino-3,5-dichloro-N-methyl-N-(2-cyanopropan-2-yl)benzamide NC1=C(C(=O)N(C(C)(C)C#N)C)C=C(C=C1Cl)Cl